NC1CC(CCC1)NC(=O)C=1SC(=CC1)Br N-(3-aminocyclohexyl)-5-bromothiophene-2-carboxamide